C(C)(C)(C)OC(=O)N1CC(NCC1)CC(=O)O 2-(4-(t-Butoxycarbonyl)piperazin-2-yl)acetic acid